C(C)C1=CC(=NN1C1=NC(=NC(=C1)N1CCOCC1)[C@@H](CO)OC)C1=CC=CC=C1 (S)-2-(4-(5-ethyl-3-phenyl-1H-pyrazol-1-yl)-6-morpholinopyrimidin-2-yl)-2-methoxyethan-1-ol